ClCC(=O)N1CCC2(CCN(CC2)C(=O)OC(C)(C)C)CC1 Tert-butyl 9-(2-chloroacetyl)-3,9-diazaspiro[5.5]undecane-3-carboxylate